C1(CCCC1)[SiH2]OCCC cyclopentyl(n-propoxy)silane